ClC1=C(C=C(C=C1)C1=NC(=NC(=C1)N1CCC(CC1)CO)C=1C=NC=CC1)O chloro-5-(6-(4-(hydroxymethyl)piperidin-1-yl)-2-(pyridin-3-yl)pyrimidin-4-yl)phenol